(3-Aminopyrrolidin-1-yl)(4-(pyridin-2-yl)-3,4-dihydroquinoxalin-1(2H)-yl)methanone NC1CN(CC1)C(=O)N1CCN(C2=CC=CC=C12)C1=NC=CC=C1